OC(CCNC1=CC=CC=C1)O N-(dihydroxypropyl)aniline